3-(5-(1-Cyclopropyl-2-phenyl-1H-imidazol-4-yl)-1-oxoisoindolin-2-yl)piperidine-2,6-dione C1(CC1)N1C(=NC(=C1)C=1C=C2CN(C(C2=CC1)=O)C1C(NC(CC1)=O)=O)C1=CC=CC=C1